N-((1r,3r)-3-((5-chloro-6-cyanopyridin-3-yl)oxy)-2,2,4,4-tetramethylcyclobutyl)-5-(4-(hydroxymethyl)piperidin-1-yl)pyrimidine-2-carboxamide ClC=1C=C(C=NC1C#N)OC1C(C(C1(C)C)NC(=O)C1=NC=C(C=N1)N1CCC(CC1)CO)(C)C